(S)-6-(5-(((2-((7-fluoro-1-methyl-2-oxo-1,2-dihydroquinolin-8-yl)oxy)ethyl)amino)methyl)-2-oxooxazolidin-3-yl)-2H-pyrazino[2,3-b][1,4]oxazin-3(4H)-one FC1=CC=C2C=CC(N(C2=C1OCCNC[C@H]1CN(C(O1)=O)C1=NC2=C(OCC(N2)=O)N=C1)C)=O